ClCC1=C2C(=NC(=C1)C(=O)OC)C(CC2)(F)F methyl 4-(chloromethyl)-7,7-difluoro-5H,6H-cyclopenta[b]pyridine-2-carboxylate